5-(N-(2-(4-(4-acetylbenzoyl)piperazin-1-yl)benzyl)-N-phenethylsulfamoyl)-3-methylbenzofuran-2-carboxylic acid C(C)(=O)C1=CC=C(C(=O)N2CCN(CC2)C2=C(CN(S(=O)(=O)C=3C=CC4=C(C(=C(O4)C(=O)O)C)C3)CCC3=CC=CC=C3)C=CC=C2)C=C1